C(C)(C)(C)OC(NCCCOC1=CC(=C(C=C1)[N+](=O)[O-])NCC)=O N-{3-[3-(ethylamino)-4-nitrophenoxy]Propyl}carbamic acid tert-butyl ester